methoxy-hydroquinone COC1=C(O)C=CC(=C1)O